C(C1=CC=CC=C1)OC[C@@]1(C(C1)(F)F)CO[Si](C1=CC=CC=C1)(C1=CC=CC=C1)C(C)(C)C (R)-((1-((benzyloxy)methyl)-2,2-difluorocyclopropyl)methoxy)(tert-butyl)diphenylsilane